3-(hydroxymethyl)-2-azabicyclo[3.1.0]hexane-2-carboxylate OCC1N(C2CC2C1)C(=O)[O-]